C(CCCCCCCCCC)C=1N(CC(N1)CCO)CC(=O)O 2-undecyl-N-carboxymethyl-hydroxyethyl-imidazoline